CN1N=CC=C1C=1C=2N(N=CC1)C(=CN2)C2=NNC=C2 8-(1-Methyl-1H-pyrazol-5-yl)-3-(1H-pyrazol-3-yl)imidazo[1,2-b]pyridazine